1-naphthyltrimethoxysilane C1(=CC=CC2=CC=CC=C12)[Si](OC)(OC)OC